NC1=NC=2C=C(C(=CC2C2=C1C=NN2C)C(=O)N(CC2=NC=C(C=C2)C#CC2=CN=C1N2N=CC=C1)C1CC1)F 4-amino-N-cyclopropyl-7-fluoro-N-((5-(imidazo[1,2-b]pyridazin-3-ylethynyl)pyridin-2-yl)methyl)-1-methyl-1H-pyrazolo[4,3-c]quinoline-8-carboxamide